ClC=1C=C(C2=C(C=C(O2)CN2CC=C3N2C=CC=N3)C1)C(NO)=O N-((5-Chloro-7-(hydroxycarbamoyl)-benzofuran-2-yl)-methyl)pyrazolo-[1,5-a]pyrimidine